FC1=C(C=C(C=C1)N1[C@H](CNCC1)C)C (2S)-1-(4-fluoro-3-methyl-phenyl)-2-methyl-piperazine